N(=[N+]=[N-])C[C@@H](COCC1=CC=C(C=C1)OC)OC1=NC(=CC(=C1OCC1=CC=C(C=C1)OC)Br)Cl (S)-2-((1-azido-3-((4-methoxybenzyl)oxy)propan-2-yl)oxy)-4-bromo-6-chloro-3-((4-Methoxybenzyl)oxy)pyridine